tert-butyl 4-({4-[2,6-bis(benzyloxy)-[3,4'-bipyridin]-2'-yl]piperazin-1-yl}methyl)piperidine-1-carboxylate C(C1=CC=CC=C1)OC1=NC(=CC=C1C1=CC(=NC=C1)N1CCN(CC1)CC1CCN(CC1)C(=O)OC(C)(C)C)OCC1=CC=CC=C1